P-(4-(5-(chlorodifluoromethyl)-1,2,4-oxadiazol-3-yl)-2-fluorophenyl)-N-(2,6-dichlorophenyl)-P-methylphosphinic amide ClC(C1=NC(=NO1)C1=CC(=C(C=C1)P(NC1=C(C=CC=C1Cl)Cl)(=O)C)F)(F)F